C(C)(C)C1=NC(=NC(=N1)N)N Isopropyl-1,3,5-triazine-2,4-diamine